CN(C1CCC(CC1)=O)C 4-(Dimethylamino)cyclohexane-1-one